FC=1C(=C2C(=NC1N1CC3(CN(C3)C(C=C)=O)CC1)CC(OC2)(C)C)C2=C(C=CC(=C2)O)C 1-(6-(3-fluoro-4-(5-hydroxy-2-methylphenyl)-7,7-dimethyl-7,8-dihydro-5H-pyrano[4,3-b]pyridin-2-yl)-2,6-diazaspiro[3.4]octan-2-yl)-2-propen-1-one